C(C)[C@]12[C@H]3CC[C@@]4([C@H](CC[C@H]4[C@@H]3CC[C@@H]2C[C@](CC1)(C)O)C(=O)N)C (3R,5R,8S,9S,10S,13S,14S,17S)-10-ethyl-3-hydroxy-3,13-dimethylhexadecahydro-1H-cyclopenta[a]phenanthrene-17-carboxamide